NC=1N=NC(=CC1N1CC2CCC(C1)N2C2=NC=C(C=N2)N2CCC(CC2)=O)C2=C(C=CC=C2)O 1-(2-(3-(3-amino-6-(2-hydroxyphenyl)pyridazin-4-yl)-3,8-diazabicyclo-[3.2.1]octan-8-yl)pyrimidin-5-yl)piperidin-4-one